butyric acid 3-(2-(diisopropylamino) ethyl)-1H-indol-5-yl ester C(C)(C)N(CCC1=CNC2=CC=C(C=C12)OC(CCC)=O)C(C)C